C(C=C)CS(=O)(=O)[O-].[K+] potassium allylmethylsulfonate